C(CCCCCCC)SC1=NC(=NC(=N1)SCCCCCCCC)NC1=CCC(C(=C1)C(C)(C)C)(O)C(C)(C)C 4-[[4,6-bis(octylthio)-1,3,5-triazin-2-yl]amino]-1,6-di-tert-butylphenol